FC(COCCN1C=CC2=CC(=CC=C12)NC(C=C)=O)(F)F N-(1-(2-(2,2,2-trifluoroethoxy)ethyl)-1H-indol-5-yl)acrylamide